ClC=1C=CC=C2C=CC=C(C12)C1=CC=C2C(=NC(=NC2=C1)OC[C@]12CCCN2C[C@@H](C1)F)C1(N(CCNC1)C(C(=C)F)=O)CC#N 7-(8-chloronaphthalen-1-yl)-2-(((((2R,7aS)-2-fluorotetrahydro-1H-pyrrolizin-7a(5H)-yl)methoxy)quinazolin-4-yl)-1-(2-fluoroacryloyl)piperazin-2-yl)acetonitrile